(cis)-3,4-difluorocyclopentane-1-carboxylic acid methyl ester COC(=O)C1CC(C(C1)F)F